3-bromo-6-(2,5-dimethylpyrrol-1-yl)-2-ethylpyridine BrC=1C(=NC(=CC1)N1C(=CC=C1C)C)CC